FC1=C(C(=C(C(=C1[B-](C1=C(C(=C(C(=C1F)F)F)F)F)(C1=C(C(=C(C(=C1F)F)F)F)F)C1=C(C(=C(C(=C1F)F)F)F)F)F)F)F)F.[Na+] sodium tetrakis(pentafluorophenyl)borate